3-(1-(4-cyanophenyl)-5-(4,4-difluoropiperidine-1-carbonyl)-1H-pyrrolo[2,3-b]pyridin-2-yl)propanamide C(#N)C1=CC=C(C=C1)N1C(=CC=2C1=NC=C(C2)C(=O)N2CCC(CC2)(F)F)CCC(=O)N